Ethyl 2-(4-(4-chlorophenyl)-3,9-dimethyl-8-oxo-3,6,8,9-tetrahydropyrazolo[3,4-c]pyrido[3,4-e]azepin-6-yl)acetate ClC1=CC=C(C=C1)C1=NC(C=2C(C3=C1N(N=C3)C)=CN(C(C2)=O)C)CC(=O)OCC